ClC=1C=C(C=C(C1)Cl)C=1C(=NN(C1C(=O)O)C=1SC(=C(N1)C1=CC=NC=C1)SC(C)C)C 4-(3,5-dichlorophenyl)-1-(5-(isopropylthio)-4-(pyridin-4-yl)thiazol-2-yl)-3-methyl-1H-pyrazole-5-carboxylic acid